OC1=C(C=CC(=C1)OCCCC)C1=NC(=NC(=N1)C1=C(C=C(C=C1)OCCCC)O)C1=C(C=C(C=C1)OCCCC)OCCCC 2,4-bis[2-hydroxy-4-butoxyphenyl]-6-(2,4-di-butoxyphenyl)-1,3,5-triazin